(3S)-6-chloro-5-(3-fluoro-2-pyridinyl)-3-methyl-7-(trifluoromethyl)-1,3-dihydro-1,4-benzodiazepine ClC1=C(C=CC2=C1C(=N[C@H](CN2)C)C2=NC=CC=C2F)C(F)(F)F